ClC=1C=CC=2NS(NCC2N1)(=O)=O 6-chloro-3,4-dihydro-1H-pyrido[3,2-c][1,2,6]thiadiazine 2,2-dioxide